COC=1N=C2C(=CC=NC2=CC1OC)OC1=CC=C(C=C1)NC(=O)C1=C(N(C=C(C1=O)C1=CC=C(C=C1)F)CC(F)(F)F)C N-[4-[(6,7-dimethoxy-1,5-naphthyridin-4-yl)oxy]phenyl]-5-(4-fluorophenyl)-2-methyl-4-oxo-1-(2,2,2-trifluoroethyl)pyridine-3-carboxamide